3-(1,1-difluoro-2-((1R,3s,5S)-3-hydroxy-8-azabicyclo[3.2.1]octan-8-yl)-2-oxoethyl)-N-(3,4-difluoro-5-methylphenyl)-4-fluorobenzamide FC(C(=O)N1[C@H]2CC(C[C@@H]1CC2)O)(F)C=2C=C(C(=O)NC1=CC(=C(C(=C1)C)F)F)C=CC2F